1-(4-(2-(3,4-dimethoxyphenyl)-3-isopropyl-1H-indol-5-yl)piperidin-1-yl)-2-((3S)-3-(3-hydroxypiperidine-1-carbonyl)piperidin-1-yl)ethan-1-one COC=1C=C(C=CC1OC)C=1NC2=CC=C(C=C2C1C(C)C)C1CCN(CC1)C(CN1C[C@H](CCC1)C(=O)N1CC(CCC1)O)=O